COC(C1=CC(=C(C=C1)Br)OC([2H])([2H])[2H])=O.CC1=NC(=CC(=C1)C=1NC2=CC=C(C=C2C1C(C)C)C1CCN(CC1)CC(=O)N1C[C@H](CCC1)O)C (S)-2-(4-(2-(2,6-dimethylpyridin-4-yl)-3-isopropyl-1H-indol-5-yl)piperidin-1-yl)-1-(3-hydroxypiperidin-1-yl)ethan-1-one Methyl-4-bromo-3-(methyl-d3-oxy)benzoate